NC=1C(=C(C(=C(C(=O)NC=2C=C(C=CC2N2CCN(CC2)C)N2N=NC(=C2)C(=O)NCCN2CCOCC2)C1)Cl)C)F 1-(3-(5-amino-2-chloro-4-fluoro-3-methylbenzoylamino)-4-(4-methylpiperazin-1-yl)phenyl)-N-(2-morpholinoethyl)-1H-1,2,3-triazol-4-carboxamide